tert-butyl (3S,4S)-3-hydroxy-4-[(methanesulfonyloxy)methyl]pyrrolidine-1-carboxylate O[C@@H]1CN(C[C@H]1COS(=O)(=O)C)C(=O)OC(C)(C)C